tert-butyl 4-(4-(3-((2-chlorobenzyl)oxy)phenyl)-1H-pyrazol-1-yl)piperidine-1-carboxylate ClC1=C(COC=2C=C(C=CC2)C=2C=NN(C2)C2CCN(CC2)C(=O)OC(C)(C)C)C=CC=C1